O[C@H]1C[C@@H](C2=CC=CC=C12)NC(=O)C1=CN(CCS1)C1=C2C(=NC=C1)NC=C2 |o1:1,3| Rel-N-((1S,3S)-3-hydroxy-2,3-dihydro-1H-inden-1-yl)-4-(1H-pyrrolo[2,3-b]pyridin-4-yl)-3,4-dihydro-2H-1,4-thiazine-6-carboxamide